(5'S,7a'R)-5'-(3,5-difluorophenyl)-1-[(3-fluorophenyl)sulfonyl]tetrahydro-3'H-spiro[piperidine-4,2'-pyrrolo[2,1-b][1,3]oxazol]-3'-one FC=1C=C(C=C(C1)F)[C@@H]1CC[C@H]2OC3(C(N21)=O)CCN(CC3)S(=O)(=O)C3=CC(=CC=C3)F